C[C@]12CC3(CC(C[C@@](C1)(C3)C)C2)NC(NC2CCN(CC2)C(=O)C2=CC=C(C(=O)NO)C=C2)=S 4-(4-(3-((1r,3R,5S,7r)-3,5-dimethyladamantan-1-yl)thioureido)piperidine-1-carbonyl)-N-hydroxybenzamide